(6-(2-chloro-5-fluorophenyl)-8-oxo-7,8-dihydro-6H-oxazolo[5,4-e]isoindol-5-yl)-3-fluoro-5-(trifluoromethyl)benzamide ClC1=C(C=C(C=C1)F)C1NC(C2=C3C(=CC(=C12)C1=C(C(=O)N)C=C(C=C1F)C(F)(F)F)N=CO3)=O